N-trans-caffeoyltyramine C1=CC(=CC=C1CCNC(=O)/C=C/C2=CC(=C(C=C2)O)O)O